ClC1=NC(=CC(=N1)N1CC2(C(C2C1)C=O)C=1SC=CN1)C(F)(F)F 3-(2-chloro-6-(trifluoromethyl)pyrimidin-4-yl)-1-(thiazol-2-yl)-3-azabicyclo[3.1.0]hexane-6-carbaldehyde